4-(6-((4-(dimethylcarbamoyl)-2-fluorobenzyl)oxy)pyridin-2-yl)piperidine-1-carboxylic acid tert-butyl ester C(C)(C)(C)OC(=O)N1CCC(CC1)C1=NC(=CC=C1)OCC1=C(C=C(C=C1)C(N(C)C)=O)F